2-m-tolyloxyethane C1(=CC(=CC=C1)OCC)C